(S)-1,3,3-trimethyl-7-((3-methylpiperidin-1-yl)methyl)-2,3-dihydro-1H-pyrrolo[3,2-b]pyridine-5-carbonitrile CN1CC(C2=NC(=CC(=C21)CN2C[C@H](CCC2)C)C#N)(C)C